CC1=NN=C2N1C=C(C=C2)C(=O)O 3-methyl-[1,2,4]triazolo[4,3-a]pyridine-6-carboxylic acid